C(C)(=O)C1=C(C=CC=C1)N1N=NC(=C1C)C(=O)NC1=NC2=CC=CC=C2C=C1 1-(2-Acetylphenyl)-5-methyl-N-(quinolin-2-yl)-1H-1,2,3-triazole-4-carboxamide